O=C1NC(CCC1N1C(N(C2=C1C=CC(=C2)C2=CCC(CC2)CC(=O)O)C)=O)=O 2-[4-[1-(2,6-dioxo-3-piperidyl)-3-methyl-2-oxo-benzimidazol-5-yl]cyclohex-3-en-1-yl]acetic acid